C1(=CC=CC=C1)S(=O)(=O)NC(=O)C=1C(=NC(=CC1)N1N=C(C=C1)OCC1(CCC1)C(F)(F)F)N1C(C[C@@H](C1)C)(C)C N-(benzenesulfonyl)-6-[3-[[1-(trifluoromethyl)cyclobutyl]methoxy]pyrazol-1-yl]-2-[(4S)-2,2,4-trimethylpyrrolidin-1-yl]pyridine-3-carboxamide